COC(=O)C=1C(N(C2=CC(=CC=C2C1N)Br)C1=CC=C(C=C1)C)=O 4-Amino-7-bromo-1-(4-methylphenyl)-2-oxo-1,2-dihydroquinoline-3-carboxylic acid methyl ester